trimethyl-Pyridine CC1=C(C(=NC=C1)C)C